6-iodo-7-{[2-(trimethylsilyl)ethoxy]methyl}-7H-pyrrolo[2,3-d]pyrimidin-4-amine IC1=CC2=C(N=CN=C2N)N1COCC[Si](C)(C)C